mono-ethylene glycol mono-ethyl ether acetate C(C)(=O)OCCOCC